BrC1=CC(=C(C(=C1)OCC1=CC=C(C=C1)OC)N1CC(NS1(=O)=O)=O)F 5-(4-bromo-2-fluoro-6-((4-methoxybenzyl)oxy)phenyl)-1,2,5-thiadiazolidin-3-one 1,1-dioxide